C(C1=CC=CC=C1)OCCCCCO 5-benzyloxypentanol